benzoyl-bis(2,6-dimethylphenyl)phosphine oxide C(C1=CC=CC=C1)(=O)P(C1=C(C=CC=C1C)C)(C1=C(C=CC=C1C)C)=O